N-(3-(4-(1-methyl-1H-indazol-5-yl)phenyl)propyl)pyrimidine-5-carboxamide CN1N=CC2=CC(=CC=C12)C1=CC=C(C=C1)CCCNC(=O)C=1C=NC=NC1